(S)-1'-(5-((2-methyl-2H-indazol-7-yl)thio)-1H-imidazo[4,5-b]pyrazin-2-yl)-1,3-dihydrospiro[indene-2,4'-piperidin]-1-amine CN1N=C2C(=CC=CC2=C1)SC=1N=C2C(=NC1)NC(=N2)N2CCC1(CC2)[C@@H](C2=CC=CC=C2C1)N